(S)-N-(4-(3-morpholinophenyl)thiazol-2-yl)azetidine-2-carboxamide hydrochloride Cl.O1CCN(CC1)C=1C=C(C=CC1)C=1N=C(SC1)NC(=O)[C@H]1NCC1